CC1(OC2=C(C(N1)=O)C=CC=C2)C 2,2-dimethyl-2H-benzo[e][1,3]oxazin-4(3H)-one